N1(CCCC1)S(=O)(=O)C1=C(C=CC=C1)C1(NC(=NC=C1)N)N 4-(2-(pyrrolidin-1-ylsulfonyl)phenyl)pyrimidine-2,4-diamine